(E)-3,4-diFluoro-2-((2-fluoro-4-methoxyphenyl)amino)-5-((2-p-toluenesulfonylhydrazinyl)methyl)benzoate FC=1C(=C(C(=O)[O-])C=C(C1F)CNNS(=O)(=O)C1=CC=C(C)C=C1)NC1=C(C=C(C=C1)OC)F